2-((1r,4r)-4-aminocyclohexyl)ethan-1-ol NC1CCC(CC1)CCO